N'-((2-cyclopropyl-3-methyl-6,7-dihydro-5H-cyclopenta[b]pyridin-4-yl)carbamoyl)-6,7-dihydro-5H-pyrazolo[5,1-b][1,3]oxazine-3-sulfonimidamide C1(CC1)C1=C(C(=C2C(=N1)CCC2)NC(=O)N=S(=O)(N)C=2C=NN1C2OCCC1)C